FC(C=1C=C(C=C(C1)C(F)(F)F)C1=NN(C=N1)C1=C(N=NN1C1=CC=CC=C1)CO)(F)F (5-(3-(3,5-bis(trifluoromethyl)phenyl)-1H-1,2,4-triazol-1-yl)-1-phenyl-1H-1,2,3-triazol-4-yl)methanol